(3-Fluoro-5-(1-(4-(trifluoromethyl)phenyl)-1H-pyrazol-4-yl)benzyl)carbamic acid tert-butyl ester C(C)(C)(C)OC(NCC1=CC(=CC(=C1)C=1C=NN(C1)C1=CC=C(C=C1)C(F)(F)F)F)=O